tert-butyl (2S,4S)-2-(aminomethyl)-4-cyanopyrrolidine-1-carboxylate NC[C@H]1N(C[C@H](C1)C#N)C(=O)OC(C)(C)C